N-cyclopropyl-1-(4-(1,4-dimethyl-2-(4-(methylsulfonyl)phenyl)-1H-benzo[d]imidazol-6-yl)-2-fluorobenzyl)-N-methylpiperidin-4-amine C1(CC1)N(C1CCN(CC1)CC1=C(C=C(C=C1)C=1C=C(C2=C(N(C(=N2)C2=CC=C(C=C2)S(=O)(=O)C)C)C1)C)F)C